benzyl (4-(1-(2-(2,6-dioxopiperidin-3-yl)-1,3-dioxoisoindolin-4-yl)-3,3-difluoropiperidin-4-yl)piperazin-1-yl)carbamate O=C1NC(CCC1N1C(C2=CC=CC(=C2C1=O)N1CC(C(CC1)N1CCN(CC1)NC(OCC1=CC=CC=C1)=O)(F)F)=O)=O